[I-].C(C1=CC=CC=C1)(=O)OCCCC[P+](C1=CC=CC=C1)(C1=CC=CC=C1)C1=CC=CC=C1 [4-(benzoyloxy)butyl]triphenyl-phosphonium iodide